C(CCCCC\C=C\C)(=O)O trans-7-nonenoic acid